BrC=1C(=C(C=NC1)C(CC[C@H](C(=O)OC)NC(=O)OC(C)(C)C)=O)O methyl (R)-5-(5-bromo-4-hydroxypyridin-3-yl)-2-((tert-butoxycarbonyl)amino)-5-oxopentanoate